(4-fluorobenzyl)-3-(1-methyl-1H-pyrazol-5-yl)-4,5,6,7-tetrahydro-1H-indol-4-ol FC1=CC=C(CN2C=C(C=3C(CCCC23)O)C2=CC=NN2C)C=C1